isobutyl pelargonate C(CCCCCCCC)(=O)OCC(C)C